ethyl 4-(N-(cyclopropylmethyl)acetamido)-1-(tetrahydro-2H-pyran-2-yl)-1H-pyrazole-3-carboxylate C1(CC1)CN(C(C)=O)C=1C(=NN(C1)C1OCCCC1)C(=O)OCC